anti-glycolate C(CO)(=O)[O-]